5-cyclopropyl-N-(2-methylpropyl)-3-{[(1r,3r)-3-methoxycyclobutyl]amino}-N-{5-[4-(trifluoromethoxy)piperidine-1-carbonyl]piperidin-3-yl}pyridine-2-carboxamide C1(CC1)C=1C=C(C(=NC1)C(=O)N(C1CNCC(C1)C(=O)N1CCC(CC1)OC(F)(F)F)CC(C)C)NC1CC(C1)OC